3-bromo-2-(1-hydroxyethyl)phenol BrC=1C(=C(C=CC1)O)C(C)O